FC(C(=O)O)(F)F.N[C@@]1(CN(C[C@H]1CCCB(O)O)S(N[C@@H]1C[C@H](C1)N)(=O)=O)C(=O)O |r| (rac)-trans-3-amino-1-(N-((rac)-trans-3-aminocyclobutyl)sulfamoyl)-4-(3-boronopropyl)pyrrolidine-3-carboxylic acid compound with 2,2,2-trifluoroacetic acid